COC(=O)C1=C(N(C=2C(C=C(C(C12)=O)OC)=O)C)CO.OC1=C(CNC(COC2=CC3=C(C4=C(C(O3)=O)C=C(C=C4)OC)C=C2)=O)C=CC=C1 N-(2-hydroxybenzyl)-2-((8-methoxy-6-oxo-6H-benzo[c]benzopyran-3-yl)oxy)acetamide methyl-2-(hydroxymethyl)-5-methoxy-1-methyl-4,7-dioxo-4,7-dihydro-1H-indole-3-carboxylate